benzyl ((4-((tert-butyloxycarbonyl)amino)-1-hydroxycyclohexyl)methyl)(methyl)carbamate C(C)(C)(C)OC(=O)NC1CCC(CC1)(O)CN(C(OCC1=CC=CC=C1)=O)C